5-{7-[(3S,4S)-3-fluoro-2,2,6,6-tetramethylpiperidin-4-yl]-6,7-dihydro-5H-pyrrolo[2,3-c]pyridazin-3-yl}-1H-benzotriazol-6-ol F[C@@H]1C(NC(C[C@@H]1N1CCC2=C1N=NC(=C2)C2=CC1=C(NN=N1)C=C2O)(C)C)(C)C